C(C)[C@]12[C@H]3CC[C@@]4([C@H](CC[C@H]4[C@@H]3CC[C@@H]2C[C@](CC1)(CCC)O)[C@](CN1N=CC(=C1)C#N)(C)O)C 1-((S)-2-((3R,5R,8S,9S,10S,13S,14S,17S)-10-ethyl-3-hydroxy-13-methyl-3-propylhexadecahydro-1H-cyclopenta[a]phenanthren-17-yl)-2-hydroxypropyl)-1H-pyrazole-4-carbonitrile